[Al].[Ni].[Fe].[Cr].[Co] cobalt chromium iron nickel aluminum